ethyl 2-diazo-2-(diethoxyphosphoryl)acetate [N+](=[N-])=C(C(=O)OCC)P(=O)(OCC)OCC